2-[3-(S)-[3-(2-(7-chloro-2-quinolinyl)ethenyl)phenyl]-3-hydroxypropyl]phenyl-2-propanol CC(C)(C1=CC=CC=C1CC[C@@H](C2=CC=CC(=C2)/C=C/C3=NC4=C(C=CC(=C4)Cl)C=C3)O)O